diethyl-10-(4-(carbethoxy)phenyl)10H-phenoxazine-3,7-dicarboxylic acid C(C)C1=C(C=2N(C3=CC=C(C=C3OC2C=C1C(=O)O)C(=O)O)C1=CC=C(C=C1)C(=O)OCC)CC